OC1=C(C=CC=C1)NC(=S)NC(=O)C12CC3CC(CC(C1)C3)C2 N-((2-hydroxyphenyl)carbamothioyl)adamantane-1-carboxamide